COC=1C=C(C=CC1OC)C=1NC2=CC=C(C=C2C1C)C1CCN(CC1)CCN 2-(4-(2-(3,4-dimethoxyphenyl)-3-methyl-1H-indol-5-yl)piperidin-1-yl)ethan-1-amine